OC1=CC(=C2N=CC=NC2=C1)C=1C(=C(N=C2[C@H]3C([C@@H](CC12)C3)(C)C)N3CC1(CN(C1)C(C=C)=O)CC3)C#N (P)-(1R,9R)-6-(7-hydroxy-5-quinoxalinyl)-10,10-dimethyl-4-(2-(2-propenoyl)-2,6-diazaspiro[3.4]octan-6-yl)-3-azatricyclo[7.1.1.02,7]undeca-2,4,6-triene-5-carbonitrile